2,6-di-t-butoxy-2,4,6,8-tetramethylcyclotetrasiloxane C(C)(C)(C)O[Si]1(O[SiH](O[Si](O[SiH](O1)C)(C)OC(C)(C)C)C)C